FC(C1=CC=C2COC3(C2=C1)CCC(CC3)=O)(F)F 6'-(trifluoromethyl)-3'H-spiro[cyclohexane-1,1'-isobenzofuran]-4-one